ClC=1N=C(C2=C(CCN(CC2)CC2COCC2)N1)Cl 2,4-dichloro-7-(oxolan-3-ylmethyl)-5H,6H,7H,8H,9H-pyrimido[4,5-d]azepine